COC1=C(C=CC(=C1)OC)C(C=CC=1C=C2C=CN=CC2=CC1)=O (2,4-dimethoxyphenyl)-3-(isoquinolin-6-yl)prop-2-en-1-one